4,7-dichloro-6-fluoro-1-(2-isopropyl-4-methoxypyridin-3-yl)pyrido[2,3-d]Pyrimidin-2(1H)-one ClC=1C2=C(N(C(N1)=O)C=1C(=NC=CC1OC)C(C)C)N=C(C(=C2)F)Cl